N1(C=NC=C1)CCC[C@@H](C(=O)O)NC (S)-5-(1H-imidazol-1-yl)-2-(methylamino)pentanoic acid